4-methoxy-glucal CO[C@@]1([C@@H](C=CO[C@@H]1CO)O)O